The molecule is a fatty acid methyl ester resulting from the formal condensation of the carboxy group of 12(R)-HPETE with methanol. It derives from an icosa-5,9,11,14-tetraenoic acid. CCCCC/C=C\\C/C=C\\C=C\\[C@@H](C/C=C\\CCCC(=O)OC)OO